N-(tetrahydrofuran-3-yl)pyrimidin-2-amine O1CC(CC1)NC1=NC=CC=N1